2-[3,5-difluoro-2-(4-fluorophenyl)-6-(3,3,3-trifluoroprop-1-en-2-yl)pyridin-4-yl]propan FC=1C(=NC(=C(C1C(C)C)F)C(=C)C(F)(F)F)C1=CC=C(C=C1)F